4-{[(3R)-3-amino-3-methylpiperidin-1-yl]methyl}-N-{4-[4-(morpholin-4-yl)-7H-pyrrolo[2,3-d]pyrimidin-6-yl]phenyl}pyridine-2-carboxamide N[C@]1(CN(CCC1)CC1=CC(=NC=C1)C(=O)NC1=CC=C(C=C1)C1=CC2=C(N=CN=C2N2CCOCC2)N1)C